C(C1CO1)N(C1=CC=CC=C1)C N-(2,3-epoxypropyl)methylaniline